ClC1=C(C=C(CC[C@]2(CN(CCC2)C2=CC(=C(C=C2)S(=O)(=O)NC2=NC=NC=C2)F)N(C)C)C=C1)C(F)(F)F (S)-4-(3-(4-chloro-3-(trifluoromethyl)phenethyl)-3-(dimethylamino)piperidin-1-yl)-2-fluoro-N-(pyrimidin-4-yl)benzenesulfonamide